ClC1=C(CN2CCN(CC2)C=2C=CC3=C(C=C(O3)C(=O)O)C2C)C=CC=C1 5-[4-(2-chloro-benzyl)-piperazin-1-yl]-4-methyl-benzofuran-2-carboxylic acid